dimethyl 2,2'-azobis(methyl isobutyrate) N(=NC(C(=O)OC)(CC)C)C(C(=O)OC)(CC)C